(6R,7aS)-6-(2,3-dichloro-6-hydroxyphenyl)-1-(piperazine-1-carbonyl)-tetrahydro-1H-pyrrolo[1,2-c][1,3]oxazol-3-one ClC1=C(C(=CC=C1Cl)O)[C@H]1C[C@@H]2N(C(OC2C(=O)N2CCNCC2)=O)C1